5-chloro-2-iodo-6-methylpyridin-3-ol Iodine [I].ClC=1C=C(C(=NC1C)I)O